N-(5-(5-(1H-1,2,4-triazol-3-yl)benzo[d]oxazol-2-yl)-8-(methylamino)-2,7-naphthyridin-3-yl)cyclopropanecarboxamide N1N=C(N=C1)C=1C=CC2=C(N=C(O2)C2=C3C=C(N=CC3=C(N=C2)NC)NC(=O)C2CC2)C1